2-((1r,4r)-4-((tert-Butoxycarbonyl)(methyl)amino)cyclohexyl)-6-methoxy-2H-indazole-5-carboxylic acid C(C)(C)(C)OC(=O)N(C1CCC(CC1)N1N=C2C=C(C(=CC2=C1)C(=O)O)OC)C